(R)-N2-(1-Cyclopropyl-3,3-difluoropiperidin-4-yl)-5-(3-(2,2-difluoroethyl)-2-methyl-3H-imidazo[4,5-b]pyridin-5-yl)-N4-methylpyrrolo[2,1-f][1,2,4]triazine-2,4-diamine C1(CC1)N1CC([C@@H](CC1)NC1=NN2C(C(=N1)NC)=C(C=C2)C2=CC=C1C(=N2)N(C(=N1)C)CC(F)F)(F)F